7-bromo-3-ethyl-quinoline BrC1=CC=C2C=C(C=NC2=C1)CC